2-(1-(4-methoxybenzyl)-6-methyl-2-oxo-1,2-dihydropyridin-4-yl)benzoic acid methyl ester COC(C1=C(C=CC=C1)C1=CC(N(C(=C1)C)CC1=CC=C(C=C1)OC)=O)=O